3,4-epoxycyclohexyl-epoxyethane C1(CC2C(CC1)O2)C2CO2